N1=CC(=CC=C1)N1CCCCC1 (S)-1-(pyridin-3-yl)piperidin